(R)-5-chloro-4-methyl-1,4-dihydro-2H-pyrimidin ClC=1[C@H](NCNC1)C